2-(4-aminopiperidin-1-yl)-N-{[6'-(difluoromethoxy)-[2,3'-bipyridin]-3-yl]methyl}-9-isopropylpurin-6-amine NC1CCN(CC1)C1=NC(=C2N=CN(C2=N1)C(C)C)NCC=1C(=NC=CC1)C=1C=NC(=CC1)OC(F)F